1-(4-(5-(difluoromethyl)-1,3,4-oxadiazol-2-yl)benzyl)-5,6-difluoro-3-(1-(oxetan-3-yl)piperidin-4-yl)-1,3-dihydro-2H-benzo[d]imidazol-2-one FC(C1=NN=C(O1)C1=CC=C(CN2C(N(C3=C2C=C(C(=C3)F)F)C3CCN(CC3)C3COC3)=O)C=C1)F